[Cl-].[Br-].[NH4+].[NH4+] ammonium bromide Chloride salt